C(#N)C1CN(C1)S(=O)(=O)N1C[C@H](CCC1)C(=O)N1[C@H](CCC1)C(=O)NCC1=NC=C(C=C1)C(F)(F)F 1-(((3S)-1-((3-cyano-1-azetidinyl)sulfonyl)-3-piperidinyl)carbonyl)-N-((5-(trifluoromethyl)-2-pyridinyl)methyl)-D-prolinamide